C1(=CC(=CC=C1)C1=CC=2C(N=C1)=NC(N2)=O)C 6-(m-tolyl)imidazo[4,5-b]pyridin-2-one